C(C)(C)C1N2C(C3=CC(=CC=C3C1)C=1SC=CN1)=CC(C(=C2)C(=O)O)=O 6-isopropyl-2-oxo-10-(thiazol-2-yl)-6,7-dihydro-2H-pyrido[2,1-a]isoquinoline-3-carboxylic acid